BrC(C(=O)OCC)C1=C(C(=C(C(=C1)C1CC1)F)F)OC ethyl 2-bromo-2-(5-cyclopropyl-3,4-difluoro-2-methoxyphenyl)acetate